FC(C(=O)O)(F)F.CC1=CC=C2C=NNC2=C1 6-methyl-1H-indazole trifluoroacetate